ClC1=C(C=2C=C3N(CCN(C3)C(C(COCC3NCC4=CC=CC=C34)O)=O)C2N=C1)F 1-((3-(3-chloro-4-fluoro-8,9-dihydropyrido[3',2':4,5]pyrrolo[1,2-a]pyrazin-7(6H)-yl)-2-hydroxy-3-oxopropoxy)methyl)isoindolin